9,9-bis[6-(3-hydroxypropoxy)naphthalene-2-yl]fluorene OCCCOC=1C=C2C=CC(=CC2=CC1)C1(C2=CC=CC=C2C=2C=CC=CC12)C1=CC2=CC=C(C=C2C=C1)OCCCO